C(C)C1=C(C=CC(=C1CC)OCC(C)C)O 2,3-Diethyl-4-isobutoxy-phenol